N1=C(C=CC=C1)CNC(C(N)=O)=O N'-(2-pyridylmethyl)oxamide